OSC1=CC=C(C=C1)CCOCOCCC1=CC=C(C=C1)SO 1,7-bis(4-hydroxythiophenyl)3,5-dioxaheptane